[Li].C1(CC1)C1=C(C=CC=C1)C1=CN=C(O1)C(=O)O 5-(2-Cyclopropylphenyl)oxazole-2-carboxylic acid lithium